C12(CC3CC(CC(C1)C3)C2)OCOC(=O)C2C3C=CC(C2)C3 5-(1-adamantyloxymethyloxycarbonyl)-bicyclo[2.2.1]Hept-2-ene